FC(S(=O)(=O)OC1=C(C(=C(C=C1)C=1C(=NN(C1)CCOC)NC(=O)OC(C)(C)C)F)F)(F)F [4-[3-(tert-butoxycarbonylamino)-1-(2-methoxyethyl) pyrazol-4-yl]-2,3-difluoro-phenyl] trifluoromethanesulfonate